5-(tert-butyl)-N-(4-(6-(2-(4-(5-((2,6-dioxopiperidin-3-yl)amino)pyridin-2-yl)piperazin-1-yl)ethyl)pyrrolo[2,1-f][1,2,4]triazin-4-yl)-2-methylbenzyl)-1,2,4-oxadiazole-3-carboxamide C(C)(C)(C)C1=NC(=NO1)C(=O)NCC1=C(C=C(C=C1)C1=NC=NN2C1=CC(=C2)CCN2CCN(CC2)C2=NC=C(C=C2)NC2C(NC(CC2)=O)=O)C